6-chloro-3-(((1R)-1-(2-cyano-3-(4,4-difluoro-3,5-dimethylpiperidin-1-yl)-7-methylquinoxalin-5-yl)ethyl)amino)picolinic acid ClC1=CC=C(C(=N1)C(=O)O)N[C@H](C)C1=C2N=C(C(=NC2=CC(=C1)C)C#N)N1CC(C(C(C1)C)(F)F)C